COCCOC(C(C(C(=O)OCCOC)C(C)C)(C#N)C(C)C)=O 2,3-diisopropyl-2-cyano-butanedioic acid-1,4-di-(2-methoxyethyl) ester